2-phenyl-2-(3-(4-(5,6,7,8-tetrahydro-1,8-naphthyridin-2-yl)butoxy)azetidin-1-yl)acetic acid C1(=CC=CC=C1)C(C(=O)O)N1CC(C1)OCCCCC1=NC=2NCCCC2C=C1